ClC1=NC=C(C(=C1)N1C(C=C(C=C1C)O)=O)OC 2'-chloro-4-hydroxy-5'-methoxy-6-methyl-2H-[1,4'-bipyridin]-2-one